N=1C=NN2C1C=CC=C2C(C)(C)O 2-([1,2,4]triazolo[1,5-a]pyridin-5-yl)propan-2-ol